3-fluorophenyl-(phenyl)carbamoyl chloride FC=1C=C(C=CC1)N(C(=O)Cl)C1=CC=CC=C1